4-(2-{[4-(4-methylpiperazin-1-yl)phenyl]amino}-5,5-dioxido-6-propyl-6H-pyrimido[5,4-c][2,1]benzothiazin-8-yl)phenol CN1CCN(CC1)C1=CC=C(C=C1)NC=1N=CC=2S(N(C3=C(C2N1)C=CC(=C3)C3=CC=C(C=C3)O)CCC)(=O)=O